C(C)(C)(C)OC(NCCCN1C(C2=C(C=NC=C2C=C1)NC1=C(C=C(C=C1)I)F)=O)=O 3-(8-(2-fluoro-4-iodoanilino)-1-oxo-2,6-naphthyridin-2(1H)-yl)propylcarbamic acid tert-butyl ester